N-{[3,5-difluoro-4-(propan-2-yl)phenyl](phenyl)methyl}-4-fluoro-1-[2-(1H-1,2,3-triazol-5-yl)acetyl]pyrrolidine-2-carboxamide FC=1C=C(C=C(C1C(C)C)F)C(NC(=O)C1N(CC(C1)F)C(CC1=CN=NN1)=O)C1=CC=CC=C1